C1(CC1)OC1=NN(C=C1NC=O)CS(=O)(=O)C N-(3-cyclopropoxy-1-((methylsulfonyl)methyl)-1H-pyrazol-4-yl)formamide